C(C1=CC=CC=C1)N1CC(NCC1)CC1=CC(=CC=C1)Br 1-Benzyl-3-(3-bromobenzyl)piperazine